3-Hydroxybenzaldehyde dimethyl acetal COC(C1=CC(=CC=C1)O)OC